[B].FC=1C=C(C=2NC3=CC=C(C=C3C2C1)F)C1=CC=C(C=CC2=CC=C(C=C2)C2=CC=C(C=C2)C=CC2=CC=C(C=C2)C2=CC(=CC=3C4=CC(=CC=C4NC23)F)F)C=C1 4,4'-bis[4-(3,6-difluorocarbazolyl)styryl]biphenyl boron